C(CCC)OC1=CC=C(C=C1)NC1=CC=C(CN(C(CCCN(C)C)=O)O)C=C1 N-(4-((4-Butoxyphenyl)amino)benzyl)-4-(dimethylamino)-N-hydroxybutyramide